2-(((2R,3R,4S,5R)-5-(6-amino-2-chloro-9H-purin-9-yl)-4-fluoro-3-hydroxytetrahydrofuran-2-yl)methoxy)-2-(4-(2-carboxyethyl)benzyl)malonic acid NC1=C2N=CN(C2=NC(=N1)Cl)[C@H]1[C@H]([C@@H]([C@H](O1)COC(C(=O)O)(C(=O)O)CC1=CC=C(C=C1)CCC(=O)O)O)F